itaconate dipotassium salt [K+].[K+].C(C(=C)CC(=O)[O-])(=O)[O-]